O=C(CN1N=C2N(C3=CC=CC=C3C(N2CCC)=O)C1=S)C1=CC=CC=C1 2-(2-Oxo-2-phenylethyl)-4-propyl-1-thioxo-2,4-dihydro-[1,2,4]triazolo[4,3-a]quinazolin-5(1H)-one